N1(CCCC1)CCN1CCC(CC1)N 1-(2-pyrrolidin-1-ylethyl)piperidin-4-amine